[Na+].C(C)OC([C@](CCNC(CCC(=O)[O-])=O)(C)CC1=CC=C(C=C1)C1=CC=CC=C1)=O N-(3-carboxyl-1-oxopropyl)-(4S)-(p-phenyl-phenylmethyl)-4-amino-2R-methyl-butanoic acid ethyl ester sodium salt